C1N(CC2=CC=CC=C12)C(CS(=O)(=O)C1=NC(=CC=C1)C)=O 1-(1,3-dihydro-2H-isoindol-2-yl)-2-[(6-methylpyridin-2-yl)sulfonyl]ethanone